N-[2-[dimethylaminomethyleneamino]-1-methyl-2-oxo-ethyl]-3,5-bis(trifluoromethyl)benzamide CN(C)C=NC(C(C)NC(C1=CC(=CC(=C1)C(F)(F)F)C(F)(F)F)=O)=O